stearylaminoether C(CCCCCCCCCCCCCCCCC)ON